3-(4-cyano-3-fluorophenyl)propionic acid C(#N)C1=C(C=C(C=C1)CCC(=O)O)F